4-methoxy-2,3,6-trimethylbenzoic acid COC1=C(C(=C(C(=O)O)C(=C1)C)C)C